[13C4]succinate [13C]([13CH2][13CH2][13C](=O)[O-])(=O)[O-]